(3S*,3aR*,6S*,7R*,7aR*)-N-(4-fluorobenzyl)-7-isobutyl-1-isopentyl-4-oxooctahydro-6H-3,6-methanopyrrolo[3,2-c]pyridine-6-carboxamide FC1=CC=C(CNC(=O)[C@]23[C@@H]([C@@H]4[C@H](C(N2)=O)[C@@H](CN4CCC(C)C)C3)CC(C)C)C=C1 |o1:9,10,11,12,16|